3-[2-fluoro-5-(methoxymethoxy)-4-(4,4,5,5-tetramethyl-1,3,2-dioxaborolan-2-yl)phenyl]-5-methoxypyridine FC1=C(C=C(C(=C1)B1OC(C(O1)(C)C)(C)C)OCOC)C=1C=NC=C(C1)OC